(1,3-bis-(2,4,6-trimethylphenyl)-2-imidazolidinylidene)-(tricyclohexylphosphine) ruthenium [Ru].CC1=C(C(=CC(=C1)C)C)N1C(N(CC1)C1=C(C=C(C=C1C)C)C)=C1C(CCCC1)P(C1CCCCC1)C1CCCCC1